N[C@@H](C(=O)O)C[C@@H](CCCCC)C (2R,4R)-2-amino-4-methylnonanoic acid